S(OC1=CC=C(C=C1)OCC1=CC2=CC=CC=C2C=C1)(=O)(=O)F 4-(naphthalen-2-ylmethoxy)phenyl sulfurofluoridate